2-(6-amino-5-(8-(2-(3-(pyrrolidin-1-yl)prop-1-yn-1-yl)pyridin-4-yl)-3,8-diazabicyclo[3.2.1]octan-3-yl)pyridazin-3-yl)phenol NC1=C(C=C(N=N1)C1=C(C=CC=C1)O)N1CC2CCC(C1)N2C2=CC(=NC=C2)C#CCN2CCCC2